N-(3-Chloro-5-(2-(3-methoxy-5-(trifluoromethoxy)phenyl)propan-2-yl)phenyl)-5-(2-(methylsulfonyl)propan-2-yl)benzo[b]thiophen-2-carboxamid ClC=1C=C(C=C(C1)C(C)(C)C1=CC(=CC(=C1)OC(F)(F)F)OC)NC(=O)C1=CC2=C(S1)C=CC(=C2)C(C)(C)S(=O)(=O)C